N-(3-(5-(4-((2,2-dimethyl-1,3-dioxolan-4-yl)methoxy)phenyl)-1H-pyrrolo[2,3-b]pyridine-3-carbonyl)-2,4-difluorophenyl)propane-1-sulfonamide CC1(OCC(O1)COC1=CC=C(C=C1)C=1C=C2C(=NC1)NC=C2C(=O)C=2C(=C(C=CC2F)NS(=O)(=O)CCC)F)C